acetic acid 4-(bromomethyl)-2-formylphenyl ester BrCC1=CC(=C(C=C1)OC(C)=O)C=O